N-(2-(1-Cyclopropyl-2-hydroxy-2-methylpropyl)-1-oxo-2,3-dihydro-1H-pyrrolo[3,4-c]pyridin-7-yl)-6,7-dihydro-5H-cyclopenta[b]pyridine-4-carboxamide C1(CC1)C(C(C)(C)O)N1CC=2C=NC=C(C2C1=O)NC(=O)C1=C2C(=NC=C1)CCC2